tetrasodium [oxido-[oxido-[[rac-(2S,3S,5R)-2,3-difluoro-5-(5-methyl-2,4-dioxo-pyrimidin-1-yl)tetrahydrofuran-2-yl]methoxy]phosphoryl]oxy-phosphoryl] phosphate P(=O)(OP(=O)(OP(=O)(OC[C@]1(O[C@H](C[C@@H]1F)N1C(NC(C(=C1)C)=O)=O)F)[O-])[O-])([O-])[O-].[Na+].[Na+].[Na+].[Na+] |r|